(S)-1-cyclopropyl-4-((6-(2-(ethoxymethoxy)-6-methyl-4-(trifluoromethyl)phenyl)-3-((S)-1-hydroxyethyl)-2H-pyrazolo[3,4-b]pyrazin-2-yl)methyl)pyrrolidin-2-one C1(CC1)N1C(C[C@@H](C1)CN1N=C2N=C(C=NC2=C1[C@H](C)O)C1=C(C=C(C=C1C)C(F)(F)F)OCOCC)=O